N-[5-(4-chlorophenyl)-1,3,4-thiadiazol-2-yl]sulfonamide sodium [Na].ClC1=CC=C(C=C1)C1=NN=C(S1)NS(=O)=O